4-(5-methylthiophene-2-yl)-4-oxo-2-(p-tolyl)butyronitrile CC1=CC=C(S1)C(CC(C#N)C1=CC=C(C=C1)C)=O